C1(=CC=CC=C1)C1=NC(=CC(=N1)C1=CC=CC=C1)C1=CC=C(C2=CC=CC=C12)B1OC(C(O1)(C)C)(C)C 2,4-Diphenyl-6-(4-(4,4,5,5-tetramethyl-1,3,2-dioxaborolan-2-yl)naphthalene-1-yl)pyrimidine